C(CCC)OC(=O)C1=CN(C(C(=C1)C(NC)=O)=O)CC1=CC(=C(C=C1)F)C 1-(4-fluoro-3-methylbenzyl)-5-(methylcarbamoyl)-6-oxo-1,6-dihydropyridine-3-carboxylic acid butyl ester